C(CCC)(=O)O.C=C.C=C diethylene butyrate